N-(4-((4-cyanophenyl)amino)benzyl)-N-hydroxypivalamide C(#N)C1=CC=C(C=C1)NC1=CC=C(CN(C(C(C)(C)C)=O)O)C=C1